BrC1=CC=C(C(=C1)C1=CC=C(C=C1)C1CC1)C(=O)NC1=CC(=CC=C1)N1CCC(CC1)(F)F 5-Bromo-4'-cyclopropyl-N-(3-(4,4-difluoropiperidin-1-yl)phenyl)-[1,1'-biphenyl]-2-carboxamide